C(CCC)C1C(=NN(C1(C(=O)NCCCCO)C)C1=CC=CC=C1)C1=CC=C(C=C1)F 4-Butyl-3-(4-fluorophenyl)-N-(4-hydroxybutyl)-5-methyl-1-phenyl-4,5-dihydro-1H-pyrazole-5-carboxamide